C(C)(=O)NC=1C=C(C=CC1C(NC=1SC(=C(N1)C)[N+](=O)[O-])=O)NC(C(=O)O)C ((3-acetamido-4-((4-methyl-5-nitrothiazol-2-yl)carbamoyl)phenyl)amino)propanoic acid